NC1=NC=CC(N1C)=O 2-amino-3-methylpyrimidin-4(3H)-one